thiophene sodium acetate C(C)(=O)[O-].[Na+].S1C=CC=C1